5-Chloro-2-[[(1R)-1-[3,6-dimethyl-2-(2-methylindazol-5-yl)-4-oxo-chromen-8-yl]ethyl]amino]benzoic acid ClC=1C=CC(=C(C(=O)O)C1)N[C@H](C)C=1C=C(C=C2C(C(=C(OC12)C1=CC2=CN(N=C2C=C1)C)C)=O)C